3-[4-(2-thiomorpholin-4-yl-ethoxy)naphthalen-1-yl]-urea N1(CCSCC1)CCOC1=CC=C(C2=CC=CC=C12)NC(N)=O